C(C)(C)(C)OC(=O)N1CCC2(CC1)CCC(CC2)CN2CCC(CC2)N2N=C1C=C(C(=CC1=C2)N)OCCOC 9-((4-(5-Amino-6-(2-methoxyethoxy)-2H-indazol-2-yl)piperidin-1-yl)methyl)-3-azaspiro[5.5]undecane-3-carboxylic acid tert-butyl ester